iodo-2,6-dimethylbenzaldehyde IC=1C(=C(C=O)C(=CC1)C)C